C(C)(C)(C)OC(CCC=CC)=O hex-4-enoic acid tert-butyl ester